Ethyl (S)-5-(3-((tert-butoxycarbonyl)amino)piperidin-1-yl)pyrazolo[1,5-a]pyrimidine-3-carboxylate C(C)(C)(C)OC(=O)N[C@@H]1CN(CCC1)C1=NC=2N(C=C1)N=CC2C(=O)OCC